[2H]C(=O)[O-].[Na+].ClC1=NC(=CC(=C1)C1(CC1)C1=CC=CC=C1)Cl 2,6-dichloro-4-(1-phenylcyclopropyl)pyridine sodium deuterio-formate